N-(1-cyclopropyl-2-oxo-1,2-dihydropyridin-3-yl)-8-fluoro-7-isopropoxy-2-(1-methyl-2-oxabicyclo[2.1.1]hexan-4-yl)imidazo[1,2-a]pyridine-6-carboxamide C1(CC1)N1C(C(=CC=C1)NC(=O)C=1C(=C(C=2N(C1)C=C(N2)C21COC(C2)(C1)C)F)OC(C)C)=O